methyl 3-{2-[bis(tert-butoxycarbonyl) amino]-7,8-dihydropyrido[4,3-d]pyrimidin-6(5H)-yl}-4-methylbenzoate C(C)(C)(C)OC(=O)N(C=1N=CC2=C(N1)CCN(C2)C=2C=C(C(=O)OC)C=CC2C)C(=O)OC(C)(C)C